ClCC1=CC=C(C=C1)C1=CC=NC=C1 4-(4-(chloromethyl)phenyl)pyridine